5,5-dimethyl-1,3,2-dioxaphosphorinanelactoyl chloride CC1(COP(OC1)CC(C(=O)Cl)O)C